1-(4-(2-((2-Methoxy-6-methyl-5,6,7,8-tetrahydro-1,6-naphthyridin-3-yl)amino)quinazolin-8-yl)-3,6-dihydropyridin-1(2H)-yl)ethan-1-one COC1=NC=2CCN(CC2C=C1NC1=NC2=C(C=CC=C2C=N1)C=1CCN(CC1)C(C)=O)C